[Zn+2].ClC1=CC=C(C=C1)C=1C2=CC=C(N2)C(=C2C=CC(C(=C3C=CC(=C(C=4C=CC1N4)C4=CC=C(C=C4)Cl)N3)C3=CC=C(C=C3)Cl)=N2)C2=CC=C(C=C2)O 5,10,15-tris(p-chlorophenyl)-20-(p-hydroxyphenyl)porphyrin zinc (II)